(5-((4-(((4-Nitronaphthalen-1-yl)oxy)methyl)pyridin-2-yl)amino)pyrazin-2-yl)methanol [N+](=O)([O-])C1=CC=C(C2=CC=CC=C12)OCC1=CC(=NC=C1)NC=1N=CC(=NC1)CO